m-[2-amino-6-(1-{[p-(2-methoxyethoxy)phenyl]methyl}-1H-1,2,3-triazol-4-yl)-4-pyrimidinyl]benzonitrile NC1=NC(=CC(=N1)C=1C=C(C#N)C=CC1)C=1N=NN(C1)CC1=CC=C(C=C1)OCCOC